OC[C@@H]1CN(CCO1)C1=CC=C(C(=O)OC(C)(C)C)C=C1 tert-butyl 4-[(2S)-2-(hydroxymethyl)morpholin-4-yl]benzoate